C(C)(C)(C)NC(CN1CCC2(CC2NC(C2=CC(=CC(=C2)F)Cl)=O)CC1)=O N-(6-(2-(tert-Butylamino)-2-oxoethyl)-6-azaspiro[2.5]octan-1-yl)-3-chloro-5-fluorobenzamide